CNC(=O)[C@H]1CC[C@H](CC1)NC(OC(C)(C)C)=O cis-tert-butyl ((1s,4s)-4-(methylcarbamoyl)cyclohexyl)carbamate